(R)-8-(1-propenylpiperidin-4-yl)-7-ethyl-2-((5-(4-ethylpiperazin-1-yl)-2-(trifluoromethoxy)phenyl)amino)-5-methyl-7,8-dihydropteridin-6(5H)-one C(=CC)N1CCC(CC1)N1[C@@H](C(N(C=2C=NC(=NC12)NC1=C(C=CC(=C1)N1CCN(CC1)CC)OC(F)(F)F)C)=O)CC